1-(dimethylaminopropyl)-3-ethylcarbodiimide CN(C)CCCN=C=NCC